FC1=C(C=CC=C1)C1=CC(=CN1S(=O)(=O)C=1C=NC(=CC1)C)CNC 1-{5-(2-fluorophenyl)-1-[(6-methylpyridin-3-yl)sulfonyl]-1H-pyrrol-3-yl}-N-methylmethylamine